C(C)(C)(C)OC(=O)N1C(CC2=C(CC1)C=CC=C2)C 2-methyl-1,2,4,5-tetrahydro-3H-benzo[d]azepine-3-carboxylic acid tert-butyl ester